(Trifluoromethylthio)phenyl isocyanate FC(SC1=C(C=CC=C1)N=C=O)(F)F